C(#N)C1=C(N=C2N1CCOC1=C2C=CC(=C1)N[C@H](C(=O)N)C)N1C(OC[C@H]1C(F)F)=O (S)-2-((3-Cyano-2-((S)-4-(difluoromethyl)-2-oxooxazolidin-3-yl)-5,6-dihydrobenzo[f]imidazo[1,2-d][1,4]oxazepin-9-yl)amino)propionamide